1-methyl-pyrrolidine-3-carboxylic acid CN1CC(CC1)C(=O)O